C[C@@H]1N(C[C@H](N(C1)CC=1C=NOC1C)C)C1=CC(N(C=2C=CC(=NC12)C#N)C)=O 8-((2S,5R)-2,5-Dimethyl-4-((5-methylisoxazol-4-yl)methyl)piperazin-1-yl)-5-methyl-6-oxo-5,6-dihydro-1,5-naphthyridin-2-carbonitril